CC1(C(CNO1)SCC=1C(=NN(C1O)C)C(F)(F)F)C (((5,5-dimethyl-dihydro-isoxazole-4-yl)thio)methyl)-1-methyl-3-(trifluoromethyl)-1H-pyrazol-5-ol